Ethyl (E,4S)-4-[[(2R,5S)-2-[(4-fluorophenyl)methyl]-6-methyl-5-[(5-methyl-1,2-oxazole-3-carbonyl)amino]-4-oxoheptanoyl]amino]-5-[(3S)-2-oxopyrrolidin-3-yl]pent-2-enoate FC1=CC=C(C=C1)C[C@@H](C(=O)N[C@H](/C=C/C(=O)OCC)C[C@H]1C(NCC1)=O)CC([C@H](C(C)C)NC(=O)C1=NOC(=C1)C)=O